5-chloro-3-cyclopropyl-1H-pyrazole-4-carbaldehyde ClC1=C(C(=NN1)C1CC1)C=O